C(C=C)(=O)N1C[C@@H](CC1)N1C(N(C=2C=NC=CC21)C2=CC(=C(C=C2)OC2=CC(=CC=C2)OC(C)C)F)=O (R)-1-(1-acryloylpyrrolidin-3-yl)-3-(3-fluoro-4-(3-isopropoxyphenoxy)phenyl)-1H-imidazo[4,5-c]pyridin-2(3H)-one